(4-((2-chloro-5H-pyrido[3,2-b]indol-5-yl)methyl)benzyl)phosphonic acid ClC=1C=CC=2N(C=3C=CC=CC3C2N1)CC1=CC=C(CP(O)(O)=O)C=C1